Methyl 2-((2-(2-((tert-butoxycarbonyl)amino)ethyl)-4-fluorophenyl)amino)-5-fluoro-4-(trifluoromethyl)benzoate C(C)(C)(C)OC(=O)NCCC1=C(C=CC(=C1)F)NC1=C(C(=O)OC)C=C(C(=C1)C(F)(F)F)F